C(C)C(CO)(CC)O 2-ethyl-1,2-butandiol